(S,E)-3-(5-(2-(hydroxymethyl)-4-(methoxyimino)pyrrolidine-1-carbonyl)-[1,2,4]triazolo[1,5-a]pyridin-8-yl)-2-methylbenzonitrile OC[C@H]1N(C/C(/C1)=N/OC)C(=O)C1=CC=C(C=2N1N=CN2)C=2C(=C(C#N)C=CC2)C